(2S,4R)-1-[(2S)-2-(4-cyclopropyltriazol-1-yl)-3,3-dimethyl-butanoyl]-4-hydroxy-N-[(1-tetrahydropyran-4-yl-4-piperidyl)methyl]pyrrolidine-2-carboxamide C1(CC1)C=1N=NN(C1)[C@H](C(=O)N1[C@@H](C[C@H](C1)O)C(=O)NCC1CCN(CC1)C1CCOCC1)C(C)(C)C